OC1=C(C=CC(=C1)OC)C(CCC1=NC=CC=C1)=O 1-(2-hydroxy-4-methoxylphenyl)-3-(pyridine-2-yl)propan-1-one